C(#N)C1=C(N(N=C1C1=CC=C(C=C1)CC(=O)NC1=C(C(=NO1)C12CC(C1)(C2)C)F)C(C)C)NC(OC(C)(C)C)=O tert-Butyl N-[4-cyano-5-[4-[2-[[4-fluoro-3-(3-methyl-1-bicyclo[1.1.1]pentanyl)isoxazol-5-yl]amino]-2-oxo-ethyl]phenyl]-2-isopropyl-pyrazol-3-yl]carbamate